N-[5-[(4-ethyl-1-piperazinyl)methyl]-2-pyridyl]-5-fluoro-4-[4-fluoro-2-methyl-1-isopropyl-1H-benzimidazol-6-yl]-2-pyrimidinamine C(C)N1CCN(CC1)CC=1C=CC(=NC1)NC1=NC=C(C(=N1)C=1C=C(C2=C(N(C(=N2)C)C(C)C)C1)F)F